C(=O)O.C(C)OCCN1N=C(C(=C1)NC(=O)C=1N=C(SC1)C=1C=NNC1)C1=NC=CC=C1 N-(1-(2-ethoxyethyl)-3-(pyridin-2-yl)-1H-pyrazol-4-yl)-2-(1H-pyrazol-4-yl)thiazole-4-carboxamide, formic acid salt